FC1=C(C(=O)C=2C=CC(=C(C(=O)O)C2)[N+](=O)[O-])C(=CC=C1NC(C(F)(F)F)=O)F 5-[2,6-difluoro-3-[(2,2,2-trifluoroacetyl)amino]benzoyl]-2-nitro-benzoic acid